N1N=CC(=C1)S(=O)(=O)N pyrazole-4-sulfonamide